2-(4-methylpiperazin-1-yl)-5-(4,4,5,5-tetramethyl-1,3,2-dioxaborolan-2-yl)2-(ethyl-(5-(4,4,5,5-tetramethyl-1,3,2-dioxaborolan-2-yl)pyrimidin-2-yl)amino)ethane CN1CCN(CC1)C(C)N(C=1N=CC(CN1)(B1OC(C(O1)(C)C)(C)C)B1OC(C(O1)(C)C)(C)C)CC